ClC1=CN=C2C(=N1)N(N=C2C)C2COC2 6-chloro-3-methyl-1-(oxetan-3-yl)-1H-pyrazolo[3,4-b]pyrazine